N1C=CC2=CC(=CC=C12)C(=O)N1CCCCC1 1-[(1H-indol-5-yl)carbonyl]piperidin